tert-Butyl 2-(4-bromo-3-fluoro-5-methylphenyl)piperidine-1-carboxylate BrC1=C(C=C(C=C1C)C1N(CCCC1)C(=O)OC(C)(C)C)F